C(C=C)(=O)N1C[C@@H](N(CC1)C=1C2=C(N(C(N1)=O)C=1C(=NC=CC1C)C(C)C)N=C(C(=C2)C#N)C2=C(C(=C(C=C2)F)F)F)C (S)-4-(4-acryloyl-2-methylpiperazin-1-yl)-1-(2-isopropyl-4-methylpyridin-3-yl)-2-oxo-7-(2,3,4-trifluorophenyl)-1,2-dihydropyrido[2,3-d]pyrimidine-6-carbonitrile